potassium permanganate cerium [Ce+3].[Mn](=O)(=O)(=O)[O-].[K+].[Mn](=O)(=O)(=O)[O-].[Mn](=O)(=O)(=O)[O-].[Mn](=O)(=O)(=O)[O-]